NC1=NC=2C=C(C(=CC2C2=C1C=NN2C)C(=O)N(C)[C@@H]2COC1=C2C=CC(=C1)C#CC=1C(=NC=CC1)F)Cl (S)-4-amino-7-chloro-N-(6-((2-fluoropyridin-3-yl)ethynyl)-2,3-dihydrobenzofuran-3-yl)-N,1-dimethyl-1H-pyrazolo[4,3-c]quinoline-8-carboxamide